sodium N,N-dimethylformamide CN(C=O)C.[Na]